N1=CC=CC2=CC(=CC=C12)N1N=NC=2C1=NC(=CN2)C=2C=NN(C2)CCO 2-(4-(1-(quinolin-6-yl)-1H-[1,2,3]triazolo[4,5-b]pyrazin-6-yl)-1H-pyrazol-1-yl)ethanol